N-(4-carbamimidoylbenzyl)-1H-pyrazole-4-carboxamide C(N)(=N)C1=CC=C(CNC(=O)C=2C=NNC2)C=C1